C(C=C)(=O)N.B(O)O Boronic acid acrylamide